2,3-dichloro-5-chloromethylpyridine ClC1=NC=C(C=C1Cl)CCl